tert-butyl (3R)-3-[[4-(2-benzyloxy-4-methylsulfonyl-phenyl)-6-methyl-phthalazin-1-yl]amino]piperidine-1-carboxylate C(C1=CC=CC=C1)OC1=C(C=CC(=C1)S(=O)(=O)C)C1=NN=C(C2=CC=C(C=C12)C)N[C@H]1CN(CCC1)C(=O)OC(C)(C)C